C(=O)C1=CC=C2CCCN(C2=N1)C(=O)NC1=NC=C(C(=C1)OC(C)C)C#CC1=NC=CN=C1 7-formyl-N-(4-isopropoxy-5-(pyrazin-2-ylethynyl)pyridin-2-yl)-3,4-dihydro-1,8-naphthyridine-1(2H)-carboxamide